O1-tert-butyl O3-methyl (3R)-4-(6-chloro-2-methylsulfonyl-5-nitro-pyrimidin-4-yl)piperazine-1,3-dicarboxylate ClC1=C(C(=NC(=N1)S(=O)(=O)C)N1[C@H](CN(CC1)C(=O)OC(C)(C)C)C(=O)OC)[N+](=O)[O-]